2-((2-isopropylphenoxy)methyl)oxirane C(C)(C)C1=C(OCC2OC2)C=CC=C1